C(C)(C)(C)OC(=O)N1[C@H]2CC(C[C@@H]1CC2)(O)CN (1r,3s,5s)-3-(aminomethyl)-3-hydroxy-8-azabicyclo[3.2.1]octane-8-carboxylic acid tert-butyl ester